N-(4-methyl-3-(2-(pyridin-4-ylamino)-8,9-dihydroimidazo[1',2':1,6]pyrido[2,3-d]pyrimidin-6-yl)phenyl)-4-(trifluoromethyl)picolinamide CC1=C(C=C(C=C1)NC(C1=NC=CC(=C1)C(F)(F)F)=O)C1=CC2=C(N=C(N=C2)NC2=CC=NC=C2)N2C1=NCC2